(M)-5-Amino-3-cyano-4-(3-hydroxy-2-methylphenyl)-2-methyl-1-(2,2,2-trifluoroethyl)indole-6-carboxamide NC=1C(=C2C(=C(N(C2=CC1C(=O)N)CC(F)(F)F)C)C#N)C1=C(C(=CC=C1)O)C